6-(4-chlorobenzyl)-3-(3-cyanobenzyl)-2,3,4,6-tetrahydropyrido[3,4-c][1,8]naphthyridine-5(1H)-one ClC1=CC=C(CN2C(C3=C(C=4C=CC=NC24)CCN(C3)CC3=CC(=CC=C3)C#N)=O)C=C1